C(C)OC(=O)C=1N=NSC1NC(C1=CC(=CC=C1)Cl)=O 5-(3-chlorobenzoylamino)-1,2,3-thiadiazole-4-carboxylic acid ethyl ester